(R)-N-(3-chloro-4-(pyridin-2-ylmethoxy)phenyl)-7-((3-methylpyrrolidin-3-yl)ethynyl)-6-nitroquinazolin-4-amine ClC=1C=C(C=CC1OCC1=NC=CC=C1)NC1=NC=NC2=CC(=C(C=C12)[N+](=O)[O-])C#C[C@@]1(CNCC1)C